9-(4-([1,1'-biphenyl]-4-yl)-6-phenyl-1,3,5-triazin-2-yl)-8-(4H-naphtho[1,2,3,4-def]carbazol-4-yl)-9H-carbazole-1-carbonitrile C1(=CC=C(C=C1)C1=NC(=NC(=N1)C1=CC=CC=C1)N1C2=C(C=CC=C2C=2C=CC=C(C12)C#N)N1C=2C=CC=C3C2C2=C(C=CC=C12)C1=CC=CC=C13)C1=CC=CC=C1